N1=CC=C(C=C1)S(=O)(=O)N pyridine-4-sulfonamide